(E)-2-[2-[(5-cyano-2-methylphenoxy)methyl]phenyl]-3-methoxy-prop-2-enoic acid methyl ester COC(\C(=C\OC)\C1=C(C=CC=C1)COC1=C(C=CC(=C1)C#N)C)=O